CC1(C(N(C=2C1=NC=CC2)C=2C=C(CC1=NNC(C3=CC=CC=C13)=O)C=CC2F)=O)C 4-(3-(3,3-dimethyl-2-oxo-2,3-dihydro-1H-pyrrolo[3,2-b]pyridin-1-yl)-4-fluorobenzyl)phthalazin-1(2H)-one